C(C1=CC=CC=C1)OC(=O)NCCOC=1C=C(C=CC1)C[C@H](C(=O)OC(C)(C)C)[C@H]1CN(CC1)C(=O)OC(C)(C)C tert-butyl (S)-3-((S)-3-(3-(2-(((benzyloxy)carbonyl)amino)ethoxy)phenyl)-1-(tert-butoxy)-1-oxopropane-2-yl)pyrrolidine-1-carboxylate